ClC1=C(C(=CC=C1Cl)O)C1CC(N(C1)C=1C=NN(C1)S(=O)(=O)C)=O 4-(2,3-Dichloro-6-hydroxyphenyl)-1-(1-(methylsulfonyl)-1H-pyrazol-4-yl)pyrrolidin-2-one